1,2-dimethyl-pyrazolidine CN1N(CCC1)C